N-[(6-Amino-2-pyridyl)sulfonyl]-5-(2-chlorophenyl)-2-(2,2,4-trimethylpyrrolidin-1-yl)pyridin-3-carboxamid NC1=CC=CC(=N1)S(=O)(=O)NC(=O)C=1C(=NC=C(C1)C1=C(C=CC=C1)Cl)N1C(CC(C1)C)(C)C